(S)-α-chloro-phenylpropionic acid Cl[C@@](C(=O)O)(C)C1=CC=CC=C1